4,4'-bis(5,6-epoxyhexoxy)biphenyl C(CCCC1CO1)OC1=CC=C(C=C1)C1=CC=C(C=C1)OCCCCC1CO1